ICCCCCCC(=O)O 7-Iodoheptanoic acid